CC(CCCCC)OC(C=C)=O hept-2-ylacrylate